tert-butyl (3R)-3-[[3-[2-[tert-butyl(dimethyl)silyl]ethynyl]thieno[3,2-c]pyridine-4-yl]-[2-fluoro-4-(4,4,5,5-tetramethyl-1,3,2-dioxaborolan-2-yl)benzoyl]amino]-piperidine-1-carboxylate [Si](C)(C)(C(C)(C)C)C#CC1=CSC2=C1C(=NC=C2)N([C@H]2CN(CCC2)C(=O)OC(C)(C)C)C(C2=C(C=C(C=C2)B2OC(C(O2)(C)C)(C)C)F)=O